BrC1=CC2=C(C(NCCO2)=O)C=C1 8-bromo-3,4-dihydro-1,4-benzoxazepin-5(2H)-one